CC1=C(OC2=C(C=CC=C2)NS(=O)(=O)C=2C=C3C=4CCCCC4NC3=CC2)C=CC=C1 N-[2-(2-methylphenoxy)phenyl]-2,3,4,9-tetrahydro-1H-carbazole-6-sulfonamide